6-(1-methyl-1H-pyrazol-4-yl)pyrazolo[1,5-a]Pyrazine-3-carbonitrile CN1N=CC(=C1)C=1N=CC=2N(C1)N=CC2C#N